N-((1r,3R)-3-cyclohexylcyclobutyl)-N-methyl-6-oxo-7-oxa-5-azaspiro[3.4]octane-2-carboxamide C1(CCCCC1)C1CC(C1)N(C(=O)C1CC2(C1)NC(OC2)=O)C